Cl.ClC=1C(=NOC1C)C1(CCNCC1)C 4-(4-chloro-5-methyl-1,2-oxazol-3-yl)-4-methylpiperidine hydrochloride